C(N1N=C(C=C1)C=1C=C(CN2CCC3(CC2)COC2=C4CN(C(C4=CC=C23)=O)[C@@H]2C(NC(CC2)=O)=O)C=CC1)([2H])([2H])[2H] (S)-3-(1'-(3-(1-(methyl-d3)-1H-pyrazol-3-yl)benzyl)-6-oxo-6,8-dihydro-2H,7H-spiro[furo[2,3-e]isoindole-3,4'-piperidin]-7-yl)piperidine-2,6-dione